Cl.S1C2=C(C(=C1)C#N)C=CC=C2 benzo[b]thiophene-3-carbonitrile hydrochloride Salt